BrC(C(=O)[O-])Br α,α-dibromoacetate